2-ethyl-5-oxopyrrolidin C(C)C1NC(CC1)=O